[2H]C(C[2H])(C)C1=CN=C2N1C=C(C=C2NC2CCN(CC2)C[C@@H]2CN(CCO2)C(C=C)=O)C(F)(F)F 1-[(2R)-2-[[4-[[3-(1,2-dideuterio-1-methyl-ethyl)-6-(trifluoromethyl)imidazo[1,2-a]pyridin-8-yl]amino]-1-piperidyl]methyl]morpholin-4-yl]prop-2-en-1-one